CC1=CC=C(C=C1)S(=O)(=O)OC(CCCC)CCCC nonan-5-yl 4-methylbenzenesulfonate